4-(1-((5-methoxy-7-methyl-1H-indol-4-yl)methyl)-4-(3-(trifluoromethyl)azetidin-1-yl)piperidin-2-yl)benzoic acid COC=1C(=C2C=CNC2=C(C1)C)CN1C(CC(CC1)N1CC(C1)C(F)(F)F)C1=CC=C(C(=O)O)C=C1